BrC=1C=C(C=C(C1C(F)(F)F)Cl)NC(OC(C)(C)C)=O tert-butyl (3-bromo-5-chloro-4-(trifluoromethyl)phenyl)carbamate